2-[6-oxo-3-(spiro[2.5]oct-5-en-6-yl)pyridazin-1(6H)-yl]-N-([1,2,4]triazolo[1,5-a]pyridin-7-yl)acetamide O=C1C=CC(=NN1CC(=O)NC1=CC=2N(C=C1)N=CN2)C2=CCC1(CC1)CC2